2-methyl-N-((R)-1-(2-(1-methyl-1H-pyrazol-4-yl)quinolin-4-yl)ethyl)-5-((1R,5S)-8-methyl-3,8-diazabicyclo[3.2.1]octan-3-yl)benzamide CC1=C(C(=O)N[C@H](C)C2=CC(=NC3=CC=CC=C23)C=2C=NN(C2)C)C=C(C=C1)N1C[C@H]2CC[C@@H](C1)N2C